zinc D-mandelate C([C@H](O)C1=CC=CC=C1)(=O)[O-].[Zn+2].C([C@H](O)C1=CC=CC=C1)(=O)[O-]